ClC1=CC=CC(=N1)NN=CC1=C(C(=C(N1)C)C(=O)O)C 5-((2-(6-chloropyridin-2-yl)hydrazineylidene)methyl)-2,4-dimethyl-1H-pyrrole-3-carboxylic acid